FC(C1=CC(=C2C(=N1)NN=C2)C=2C(=NN1C2CC[C@@](C1)(COC)F)C1=NC=C(C=C1)F)F (R)-6-(Difluoromethyl)-4-[6-fluoro-2-(5-fluoro-2-pyridyl)-6-(methoxymethyl)-5,7-dihydro-4H-pyrazolo[1,5-a]pyridin-3-yl]-1H-pyrazolo[3,4-b]pyridine